1-(2-(dimethylamino)ethoxy)cyclopropan CN(CCOC1CC1)C